(3S,10R)-7-((S)-4-acryloyl-2-methylpiperazin-1-yl)-9-chloro-3-((3,3-difluoropyrrolidin-1-yl)methyl)-10-(2-fluoro-6-hydroxyphenyl)-2,3-dihydro-5H-[1,4]oxazino[2,3,4-ij]quinazolin-5-one C(C=C)(=O)N1C[C@@H](N(CC1)C1=NC(N2C3=C(C(=C(C=C13)Cl)C1=C(C=CC=C1O)F)OC[C@@H]2CN2CC(CC2)(F)F)=O)C